FC1([C@H](C1)C(=O)NC=1N=CC2=CC(=NC=C2C1)C=1C=NC(=CC1C)[C@H](CC)O)F (R)-2,2-difluoro-N-(7-(6-((S)-1-hydroxypropyl)-4-methylpyridin-3-yl)-2,6-naphthyridin-3-yl)cyclopropane-1-carboxamide